NC=1N=NC(=CC1C=1C=NN(C1)C1CCN(CC1)C1CCN(CC1)C1=CC=CC=2N(CCOC21)[C@@H]2C(NC(CC2)=O)=O)C2=C(C=CC=C2)O (3S)-3-[8-[4-[4-[4-[3-amino-6-(2-hydroxyphenyl)pyridazin-4-yl]pyrazol-1-yl]-1-piperidyl]-1-piperidyl]-2,3-dihydro-1,4-benzoxazin-4-yl]piperidine-2,6-dione